C(C)(C)(C)OC(=O)N1C(C(CCC1)O)CNC1=NC=2N(C(=C1)N(C1=C(C=CC=C1)N1N=CC(=C1)[N+](=O)[O-])C(=O)OC(C)(C)C)N=CC2C(C)C (((7-((tert-Butoxycarbonyl)(2-(4-nitro-1H-pyrazol-1-yl)phenyl)amino)-3-isopropylpyrazolo[1,5-a]pyrimidin-5-yl)Amino)methyl)-3-hydroxypiperidine-1-carboxylic acid tert-butyl ester